(3R)-3-amino-5-[(4-chlorophenyl)methyl]-8-fluoro-7-[5-(2-fluorophenyl)-1,3,4-oxadiazol-2-yl]-1,1-dioxo-2,3-dihydro-1λ6,5-benzothiazepin-4-one N[C@H]1CS(C2=C(N(C1=O)CC1=CC=C(C=C1)Cl)C=C(C(=C2)F)C=2OC(=NN2)C2=C(C=CC=C2)F)(=O)=O